C(C)(=O)C1=CC(=C(N(C1=O)C1=CC=CC=C1)C)C(=O)NC1=CC=CC=C1 5-acetyl-2-methyl-6-oxo-N,1-diphenyl-1,6-dihydropyridine-3-carboxamide